C1(CCCC1)C(CC#N)N1N=CC(=C1)NC1=C2C(=NC=C1N)N(C=C2)S(=O)(=O)C2=CC=CC=C2 3-cyclopentyl-3-(4-((5-amino-1-(benzenesulfonyl)-1H-pyrrolo[2,3-b]pyridin-4-yl)amino)-1H-pyrazol-1-yl)propionitrile